C(C)(C)(C)C1N(C[C@H]([C@H]1CO)NC1=C2C=CC=NC2=C(C=N1)C1=NC=C(C=C1)C(F)(F)F)C(=O)O.FC(C1=CN=CS1)(F)F 5-(trifluoromethyl)thiazol tert-butyl-(3R,4S)-3-(hydroxymethyl)-4-((8-(5-(trifluoromethyl)pyridin-2-yl)-1,6-naphthyridin-5-yl)amino)pyrrolidine-1-carboxylate